((2R,3S,4R,5R)-5-(4-aminopyrrolo[2,1-f][1,2,4]triazin-7-yl)-5-cyano-3,4-dihydroxytetrahydrofuran-2-yl)methyl ((R)-2-((3-methoxybenzyl)oxy)-3-(octadecyloxy)propyl) hydrogen phosphate P(=O)(OC[C@H]1O[C@@]([C@@H]([C@@H]1O)O)(C#N)C1=CC=C2C(=NC=NN21)N)(OC[C@@H](COCCCCCCCCCCCCCCCCCC)OCC2=CC(=CC=C2)OC)O